O1C(=NC2=C1C=CC=C2)C2=CC1=C(C(N(C=C1Br)C)=O)S2 2-(benzo[d]oxazol-2-yl)-4-bromo-6-methylthieno[2,3-c]pyridin-7(6H)-one